C(C)(C)(C)OC(=O)N1CCN(CC1)C1=NC(=CC=C1)OCC1=CC=C(C=2C=COC21)Cl 4-(6-((4-Chlorobenzofuran-7-yl)methoxy)pyridin-2-yl)piperazine-1-carboxylic acid tert-butyl ester